N-(5-(2-(4-methoxyphenyl)acetamido)pyrazine-2-carbonyl)glycine COC1=CC=C(C=C1)CC(=O)NC=1N=CC(=NC1)C(=O)NCC(=O)O